C(C)C=1C(NC=2C=C(C=NC2C1)CN1CCN(CC1)C=1C=CC(=NC1)C(=O)NCCOC)=O 5-(4-((7-ethyl-6-oxo-5,6-dihydro-1,5-naphthyridin-3-yl)methyl)piperazin-1-yl)-N-(2-methoxyethyl)picolinamide